N-((3R,4S)-4-((6-(2,6-dichloro-3,5-dimethoxyphenyl)-8-((1-methyl-pyrrolidin-3-yl)amino)pyrido[3,4-d]pyrimidin-2-yl)amino)tetrahydrofuran-3-yl)acrylamide ClC1=C(C(=C(C=C1OC)OC)Cl)C1=CC2=C(N=C(N=C2)N[C@H]2[C@H](COC2)NC(C=C)=O)C(=N1)NC1CN(CC1)C